(5-hydroxypentyl)triphenylphosphine bromide [Br-].OCCCCCC1=C(C=CC=C1)P(C1=CC=CC=C1)C1=CC=CC=C1